FC1=CC=C(C=C1)C=1C(=CC2=CN(N=C2C1)CCN1CCOCC1)[N+](=O)[O-] 4-(2-(6-(4-fluorophenyl)-5-nitro-2H-indazol-2-yl)ethyl)morpholine